ClC1=C2C(=NC(=N1)Cl)N(N=C2)C2=C(OCC1N(CCC1)C(=O)OC(C)(C)C)C=C(C=C2)F tert-butyl 2-[[2-(4,6-dichloropyrazolo[3,4-d]pyrimidin-1-yl)-5-fluoro-phenoxy]methyl]pyrrolidine-1-carboxylate